FC1=NC(=CC=C1)C 2-fluoro-6-methylpyridine